S1C(=CC2=C1CNCC2)C#N 4,5,6,7-tetrahydrothieno[2,3-c]pyridine-2-carbonitrile